OC[C@H](CC)NC1=NC=C2N=C(N(C2=N1)C1CCC(CC1)C(=O)N)NC1=C(C(=C(C=C1)F)F)F (1R,4s)-4-(2-((S)-1-hydroxybutan-2-ylamino)-8-(2,3,4-trifluorophenylamino)-9H-purin-9-yl)cyclohexanecarboxamide